NN1N(C(=CC1)\C=C\C=1C=C2CN(C(C2=C(C1)C(F)(F)F)=O)[C@@H](C)C1CC1)[C@@H](C)C=1N(C(C2=C(C=CC=C2C1)Cl)=O)C1=CC=CC=C1 2-amino-N-((S)-1-(8-chloro-1-oxo-2-phenyl-1,2-dihydroisoquinolin-3-yl)ethyl)-5-((E)-2-(2-((S)-1-cyclopropylethyl)-1-oxo-7-(trifluoromethyl)isoindolin-5-yl)vinyl)pyrazole